C(C1=CC=CC=C1)NC1=C(N=C2N1C(=CC=C2)C2=C(C=CC1=CC=CC=C21)O)\C=C\C2=CC=CC=C2 (E)-1-(3-(benzylamino)-2-styrylimidazo[1,2-a]pyridin-5-yl)naphthalen-2-ol